COC=1C=C2C(=CC=[N+](C2=CC1)C)\C=C\1/OC2=C(N1C)C=CC=C2 6-methoxy-1-methyl-4-{[(2Z)-3-methyl-1,3-benzoxazol-2-ylidene]methyl}quinolin-1-ium